C12(CCC(C1C2)C)C(C)C cis-thujane